C(C)(C)(C)[Si](C)(C)N=S(=O)(C)N1C=NC=C1 tert-butyl-[(imidazol-1-yl-methyl-oxo-λ6-sulfanylidene)amino]-dimethyl-silane